carbene-benzAt C=C1C(C(=O)[O-])C=CC=C1